[N+](=O)([O-])OCCCCCC(=O)OCCCCCC(=O)Cl 6-{[6-(nitrooxy)hexanoyl]oxy}hexanoyl chloride